ClC1=NC=C(C=C1)S(=O)C1CC1 2-chloro-5-(cyclopropylsulfinyl)pyridine